The molecule is an organic potassium salt, a cyanine dye, an organosulfonate salt, an organoiodine compound, a secondary carboxamide, an organic heterotricyclic compound and a member of indoles. It has a role as a fluorochrome. CC1(C2=C(C=CC(=C2)NC(=O)CI)[N+](=C1/C=C/C=C/C=C/3\\C(C4=C(N3CCS(=O)(=O)[O-])C=CC5=C4C=C(C=C5S(=O)(=O)[O-])S(=O)(=O)[O-])(C)C)C)C.[K+].[K+]